2-methoxybenzene-1-sulphonamide hydrochloride Cl.COC1=C(C=CC=C1)S(=O)(=O)N